[6-[[3-fluoro-5-(trifluoromethyl)-2-pyridinyl]methyl]-2-azaspiro[3.3]heptane-2-carbonyl]-8-oxa-2,5-diazaspiro[3.5]nonan-6-one FC=1C(=NC=C(C1)C(F)(F)F)CC1CC2(CN(C2)C(=O)C2NCC23NC(COC3)=O)C1